ClC1=C(C=CC(=C1)C(F)(F)F)NC(C)=O N-[2-chloro-4-(trifluoromethyl)phenyl]acetamide